N-(6-methoxy-2-methyl-2H-pyrazolo[3,4-b]pyridin-5-yl)-4-(4,7-diazaspiro[2.5]octan-7-yl)-2,3-dihydro-1H-pyrrolo[2,3-b]pyridine-1-carboxamide benzoate C(C1=CC=CC=C1)(=O)O.COC=1C(=CC=2C(N1)=NN(C2)C)NC(=O)N2CCC=1C2=NC=CC1N1CCNC2(CC2)C1